NC=1C(NC2=CC=CC=C2C1C1=CC=CC=C1)=O 3-amino-4-phenyl-1H-quinolin-2-one